C(C)(C)(C)OC(=O)N(CCN(C)CN1C(CC2=C(C=CC=C12)C1CCCN(C1)C(=O)[O-])=O)C 5-(((2-((tert-butoxycarbonyl)(methyl)amino)ethyl)(methyl)amino)methyl-2-oxoindoline-4-yl)piperidine-1-Carboxylate